3-cyclopropyl-4-(4-cyclopropylsulfonyl-2-fluoro-5-methyl-phenyl)-1H-pyrazolo[3,4-c]Pyridine-5-carbonitrile C1(CC1)C1=NNC2=CN=C(C(=C21)C2=C(C=C(C(=C2)C)S(=O)(=O)C2CC2)F)C#N